3-butenylpropylallylammonium hydroxide [OH-].C(=CCC)CCCC=CC[NH3+]